7-((2R,5R)-2-(hydroxymethyl)-5-methylpiperazin-1-yl)-4-methyl-2-(tetrahydro-2H-pyran-2-yl)-2,4-dihydro-5H-pyrazolo[4,3-b]Pyridin-5-one OC[C@@H]1N(C[C@H](NC1)C)C=1C=2C(N(C(C1)=O)C)=CN(N2)C2OCCCC2